C1(CCCCC1)C1=CC=C(C=C1)NCCO 2-[(4-cyclohexylphenyl)amino]ethan-1-ol